4-(3,5-Dimethyladamantan-1-yl)amino-1-butanol CC12CC3(CC(CC(C1)(C3)C)C2)NCCCCO